7-(((1-acetylpiperidin-4-yl)methyl)amino)-5,6-difluoro-2-(((tetrahydro-2H-pyran-4-yl)thio)methyl)quinazolin-4(3H)-one C(C)(=O)N1CCC(CC1)CNC1=C(C(=C2C(NC(=NC2=C1)CSC1CCOCC1)=O)F)F